CN1N=CC(=C1)F 1-methyl-4-fluoro-pyrazol